N-{1-[3-chloro-5-(3-fluoro-5-methylphenyl)pyridazin-4-yl]Piperidin-4-yl}carbamic acid tert-butyl ester C(C)(C)(C)OC(NC1CCN(CC1)C1=C(N=NC=C1C1=CC(=CC(=C1)C)F)Cl)=O